2-(5-(1H-benzo[d]pyridin-2-yl)-6-oxo-2-phenylpyrimidin-1(6H)-yl)acetic acid C1C2=C(C=CN1C1=CN=C(N(C1=O)CC(=O)O)C1=CC=CC=C1)C=CC=C2